(1R,3R,5S)-3-methyl-7-oxo-1-({[(cis)-4-phenylcyclohexyl]oxy}methyl)-9-oxa-2,6-diazaspiro[4.5]decane-2-carboxylic acid 2,2-difluoroethyl ester FC(COC(=O)N1[C@H]([C@]2(C[C@H]1C)NC(COC2)=O)CO[C@@H]2CC[C@@H](CC2)C2=CC=CC=C2)F